C(#N)C(C)([O-])C#N Dicyanoethanolat